FC1=C2C=NN(C2=CC=C1)C 4-fluoro-1-methylindazole